6-[1-(4-fluorophenyl)-4-hydroxy-2-(trifluoromethyl)indol-3-yl]Spiro[3.3]Heptane-2-carboxylic acid FC1=CC=C(C=C1)N1C(=C(C2=C(C=CC=C12)O)C1CC2(CC(C2)C(=O)O)C1)C(F)(F)F